keto-3-deoxyxylonic acid O=C([C@H](O)C[C@H](O)CO)O